C(C)(C)(C)OC(NCC1=CC(=CC=C1)C1=CC(=CC=2C=COC21)CO)=O 3-(5-(hydroxymethyl)benzofuran-7-yl)benzylcarbamic acid tert-butyl ester